(E)-N-(4-((4-([1,2,4]triazolo[1,5-a]pyridin-7-yloxy)-2-methoxy-5-methylphenyl)amino)-7-methoxy-quinazolin-6-yl)-2-fluoro-3-((3R)-hexahydro-1H-pyrrolizin-3-yl)acrylamide N=1C=NN2C1C=C(C=C2)OC2=CC(=C(C=C2C)NC2=NC=NC1=CC(=C(C=C21)NC(/C(=C\[C@H]2CCC1CCCN21)/F)=O)OC)OC